tert-butyl (3-(5-carbamoyl-3-(2-(1-ethyl-3-methyl-1H-pyrazol-5-yl)pyrimidin-5-yl)-2-nitrophenoxy)propyl)carbamate C(N)(=O)C=1C=C(C(=C(OCCCNC(OC(C)(C)C)=O)C1)[N+](=O)[O-])C=1C=NC(=NC1)C1=CC(=NN1CC)C